CN1C(N2[C@H](COC3=C4C2=C1C=NC4=CC=C3C=3C=NC(=CC3)OCCCN3CCC(CC3)C)C)=O (S)-2,10-Dimethyl-7-(6-(3-(4-methylpiperidin-1-yl)propoxy)pyridin-3-yl)-9,10-Dihydro-8-oxa-2,4,10a-triazanaphtho[2,1,8-cde]azulene-1(2H)-one